C1(=CC=CC=C1)C(C)C1=C(C(=CC(=C1)C(C)C1=CC=CC=C1)C(C)C1=CC=CC=C1)OC1=C(C=C(C=C1C(C)C1=CC=CC=C1)C(C)C1=CC=CC=C1)C(C)C1=CC=CC=C1 [2,4,6-tris(1-phenylethyl) phenyl] ether